C(CC)C1=C2C=CCC2=CC=C1 4-propyl-1H-indene